tert-butyl 6-[[4-(trifluoromethylsulfonyl) pyrazol-1-yl] methyl]-2-azaspiro[3.3]heptane-2-carboxylate FC(S(=O)(=O)C=1C=NN(C1)CC1CC2(CN(C2)C(=O)OC(C)(C)C)C1)(F)F